CC1=CC=C2C=CC=C(C2=C1)O 7-Methylnaphthalene-1-ol